C1(CC1)C1=NC(=NC(=C1)C(C1=CC=CC=C1)(F)F)N1CCN(CC1)C(=O)OC(C)(C)C tert-butyl 4-[4-cyclopropyl-6-[difluoro(phenyl)methyl]pyrimidin-2-yl]piperazine-1-carboxylate